CO[As]([O-])([O-])=O.[Fe+3].CO[As]([O-])([O-])=O.CO[As]([O-])([O-])=O.[Fe+3] ferric methylarsenate